ClC=1C=C(C(=O)O)C=CC1[C@@H](CO)NC(=O)C=1N(C2=CC(=C(C(=C2C1)Cl)Cl)OC)C 3-chloro-4-[(1S)-1-[(4,5-dichloro-6-methoxy-1-methyl-1H-indol-2-yl)formamido]-2-hydroxyethyl]benzoic acid